C(C)(C)(CC)Br tertpentyl bromide